((2S,3R,6R)-3-(((3-Fluoro-5-(trifluoromethyl)pyridin-2-yl)amino)methyl)-2,6-dimethylmorpholino)(6-methyl-3-(pyrazin-2-yl)pyridin-2-yl)methanone FC=1C(=NC=C(C1)C(F)(F)F)NC[C@@H]1[C@@H](O[C@@H](CN1C(=O)C1=NC(=CC=C1C1=NC=CN=C1)C)C)C